O=C1NC(CCC1N1C(C2=CC=CC(=C2C1)C#CCCNC(C1=NC=C(C=C1)C=1N=CC2=C(C=CC=C2C1)C1=CC2=C(N(C(N2C)=O)C)C(=C1)C(C)C)=O)=O)=O N-(4-(2-(2,6-Dioxopiperidin-3-yl)-1-oxoisoindolin-4-yl)but-3-yn-1-yl)-5-(8-(7-isopropyl-1,3-dimethyl-2-oxo-2,3-dihydro-1H-benzo[d]imidazol-5-yl)isoquinolin-3-yl)picolinamide